C(C=C)(=O)N1[C@H](CN(C[C@H]1C)C1=C(C(N(C2=CC(=C(C=C12)Cl)C1=C(C(=C(C(=C1F)Cl)F)Cl)N)C=1C(=NC=CC1C)C(C)C)=O)C#N)C ((3S,5R)-4-acryloyl-3,5-dimethylpiperazin-1-yl)-7-(2-amino-3,5-dichloro-4,6-difluorophenyl)-6-chloro-1-(2-isopropyl-4-methylpyridin-3-yl)-2-oxo-1,2-dihydroquinoline-3-carbonitrile